(8E,10E)-dodecadienal C(C=CC=CCCCCCCC)=O